C(C)S(=O)(=O)C=1C(=NC=C(C1)OC1=NC=CC=C1)C=1OC2=C(N1)C=C(C=C2)S(=NC(C)=O)(C(F)(F)F)=O N-[[2-[3-ethylsulfonyl-5-(2-pyridyloxy)-2-pyridyl]-1,3-benzoxazol-5-yl]-oxo-(trifluoromethyl)-λ6-sulfanylidene]acetamide